C(#N)C=1C=C(C(=C2C(=C(NC12)C)C)C=1C[C@H](CCC1)NC(OC(C)(C)C)=O)F tert-butyl (S)-(3-(7-cyano-5-fluoro-2,3-dimethyl-1H-indol-4-yl)cyclohex-3-en-1-yl)carbamate